C(C)[C@@H]1OC=2CCCC(C2[C@@H](C1)C)=O Cis-2-ethyl-4-methyl-2,3,4,6,7,8-hexahydro-5H-chromen-5-one